(1-phenylvinyl)acetamide C1(=CC=CC=C1)C(=C)CC(=O)N